OC1[C@@H](C(C(C1)=O)CCCCC(CC(=O)O)OC)C=CC(CC(CCCC)C)O 7-[(2R)-3-hydroxy-2-(3-hydroxy-5-methylnon-1-enyl)-5-oxocyclopentyl]-3-methoxyheptanoic acid